S1C(=NC2=C1C=CC=C2)SCC2=CC=C(C(=O)O)C=C2 4-[(1,3-benzothiazol-2-ylthio)methyl]benzoic acid